chloro-4''-((pyrazin-2-yl)methoxy)-3-(2-hydroxypropan-2-yl)-5',6''-dimethyl-2H,2''H-[1,2':4',1''-terpyridin]-2,2''-dione ClC1=C(C(N(C=C1)C1=NC=C(C(=C1)N1C(C=C(C=C1C)OCC1=NC=CN=C1)=O)C)=O)C(C)(C)O